N1=CC=CC2=CC=CC(=C12)NC(=O)C1=CC=CC2=CC=CC=C12 N-(quinolin-8-yl)-1-naphthamide